2-(4-(7-((5-(4-methylpiperazin-1-yl)pyridin-2-yl)amino)-1-oxoisoindolin-4-yl)-1H-pyrrolo[2,3-b]pyridin-1-yl)acetamide CN1CCN(CC1)C=1C=CC(=NC1)NC=1C=CC(=C2CNC(C12)=O)C1=C2C(=NC=C1)N(C=C2)CC(=O)N